ClC=1C=C(C=C(C1)Cl)N1CCN(CC1)S(=O)(=O)C1=CC=C(C=C1)NC(C1=C(C=CC=C1)S(NCCC(CO)O)(=O)=O)=O N-[4-[4-(3,5-dichlorophenyl)piperazin-1-yl]sulfonylphenyl]-2-(3,4-dihydroxybutylsulfamoyl)-benzamide